tert-butyl ((4-(5,5-dimethyl-1,3,2-dioxaborinan-2-yl)-1H-benzo[d]imidazol-2-yl)methyl)carbamate CC1(COB(OC1)C1=CC=CC=2NC(=NC21)CNC(OC(C)(C)C)=O)C